C(CCC)OC1=CC=C2C(=C(C(OC2=C1)=O)C1=CC=C(C=C1)C#N)C 7-butoxy-4-methyl-3-(4-cyanophenyl)coumarin